OCCC(CCC(=O)OC)(C)C methyl 6-hydroxy-4,4-dimethyl-hexanoate